C(#N)C1=NC2=CC(=CC(=C2N=C1N1CCNCC1)[C@@H](C)NC1=C(C(=O)O)C=CC=C1)C (R)-2-((1-(2-cyano-7-methyl-3-(piperazin-1-yl)quinoxalin-5-yl)-ethyl)amino)benzoic acid